4-[(2-fluoro-6-methoxybenzyl)amino]-2-[(1-(2-methylthioethyl)-1H-pyrazol-4-yl)amino]pyrimidin-5-carboxamide FC1=C(CNC2=NC(=NC=C2C(=O)N)NC=2C=NN(C2)CCSC)C(=CC=C1)OC